(6R,7R)-3-(chloromethyl)-7-amino-7-methoxy-8-oxo-5-oxa-1-azabicyclo[4.2.0]oct-2-ene-2-carboxylic acid diphenylmethyl ester C1(=CC=CC=C1)C(C1=CC=CC=C1)OC(=O)C=1N2C([C@@]([C@H]2OCC1CCl)(OC)N)=O